2-methyl-N-(pyridin-2-ylmethylene)propane-2-sulfinamide CC(C)(C)S(=O)N=CC1=NC=CC=C1